3a,12a-dihydroxy-5β-cholanic acid C[C@H](CCC(=O)O)[C@H]1CC[C@@H]2[C@@]1([C@H](C[C@H]3[C@H]2CC[C@H]4[C@@]3(CC[C@H](C4)O)C)O)C